1-(5-Hydroxy-pyridazin-3-yl)-3-(trifluoromethyl)-1,4,5,6-tetrahydro-7H-indazol-7-one OC=1C=C(N=NC1)N1N=C(C=2CCCC(C12)=O)C(F)(F)F